tert-butyl (R)-3,4-dichloro-1-((S)-2-methylmorpholino)-12-oxo-6a,7,9,10-tetrahydro-12H-pyrazino[2,1-c]pyrido[3,4-f][1,4]oxazepine-8(6H)-carboxylate ClC1=C(C2=C(C(N3[C@@H](CO2)CN(CC3)C(=O)OC(C)(C)C)=O)C(=N1)N1C[C@@H](OCC1)C)Cl